N1C=CN2C1=NC=CC2=O 1H,5H-imidazo[1,2-a]pyrimidin-5-one